ClC1=C2CCN(CC2=CC(=C1C(=O)N[C@H](C(=O)OCC1=CC=CC=C1)CNC(=O)N[C@@H]1CCC2=CC=CC=C12)Cl)S(=O)(=O)C1=CC=CC=C1 (S)-benzyl 2-(5,7-dichloro-2-(phenylsulfonyl)-1,2,3,4-tetrahydroisoquinoline-6-carboxamido)-3-(3-((R)-2,3-dihydro-1H-inden-1-yl)ureido)propanoate